C(N)(=O)C1=NC=CC(=C1)NC(=O)C=1C(=NC2=CC(=CC=C2C1)OC)N1CCC(CCC1)(F)F N-(2-carbamoylpyridin-4-yl)-2-(4,4-difluoroazepan-1-yl)-7-methoxyquinoline-3-carboxamide